C1(CC1)C1=CC(=NN1)NC1=NC(=NC=C1)N1C2CC(C1)(C2)C2(CC2)O 1-[2-[4-[(5-Cyclopropyl-1H-pyrazol-3-yl)amino]pyrimidin-2-yl]-2-azabicyclo[2.1.1]hexan-4-yl]cyclopropanol